FC=1C=C(C2=C(CNS(O2)(=O)=O)C1)C=1C=C(C(=O)N)C=CC1 3-(6-fluoro-2,2-dioxo-3,4-dihydrobenzo[e][1,2,3]oxathiazin-8-yl)benzamide